C(=C)(C)C1=CC=CC2=CC=CC=C12 1-Isopropenylnaphthalene